6-(5-Fluoro-2-pyridyl)-2,2-dimethyl-7-pyrazolo[1,5-a]pyridin-5-yl-3H-pyrazolo[5,1-b]oxazole FC=1C=CC(=NC1)C1=NN2C(OC(C2)(C)C)=C1C1=CC=2N(C=C1)N=CC2